(R)-2-(2-bromo-6-nitrophenoxy)propionic acid methyl ester COC([C@@H](C)OC1=C(C=CC=C1[N+](=O)[O-])Br)=O